hexane-1,6-diylbis[3-(3,5-di-t-butyl-4-hydroxyphenyl)propionamide] C(CCCCCC(C(=O)N)CC1=CC(=C(C(=C1)C(C)(C)C)O)C(C)(C)C)C(C(=O)N)CC1=CC(=C(C(=C1)C(C)(C)C)O)C(C)(C)C